BrC(C(=O)[O-])C(=O)[O-].[Li+].[Li+] lithium bromomalonate